FC(C1=CC=CC(=N1)C(=O)C1=CN(C2=CC=CC=C12)C(=O)Cl)(F)F 3-(6-(trifluoromethyl)picolinoyl)-1H-indole-1-carbonyl chloride